1-(2,4-dimethoxyphenyl)-1,2,3,4-tetrahydro-β-carboline COC1=C(C=CC(=C1)OC)C1NCCC=2C3=CC=CC=C3NC12